4-methanesulfonyl-benzene CS(=O)(=O)C1=CC=CC=C1